FC(C1(CC1)C1=CC=C(C=C1)C=1C=2N(C=C(N1)C(=O)OCC)C=CC2)(F)F Ethyl 1-(4-(1-(trifluoromethyl)cyclopropyl)phenyl)pyrrolo[1,2-a]pyrazine-3-carboxylate